7-hydroxy-3,5,6,3',4'-pentamethoxyflavone OC1=C(C(=C2C(C(=C(OC2=C1)C1=CC(=C(C=C1)OC)OC)OC)=O)OC)OC